O=C/1C=2N(CC\C1=C/C1=C(C=CC=C1)C=1N=CN(C1)C(C1=CC=CC=C1)(C1=CC=CC=C1)C1=CC=CC=C1)N=C(C2)NC(OCCCC)=O butyl (E)-(4-oxo-5-(2-(1-trityl-1H-imidazol-4-yl)benzylidene)-4,5,6,7-tetrahydropyrazolo[1,5-a]pyridin-2-yl)carbamate